ClC1=NC=CC(=N1)NC1=CC(=NO1)C1=CC=C(C=C1)C(C)(F)F N-(2-Chloropyrimidin-4-yl)-3-(4-(1,1-difluoroethyl)phenyl)isoxazol-5-amine